NC1=NNC=C1C1N(C2=CC(=CC=C2C1)F)C(=O)NCC1=CC(=CC(=C1)F)C#N (3-amino-1H-pyrazol-4-yl)-N-(3-cyano-5-fluorobenzyl)-6-fluoroindoline-1-carboxamide